ClC=1N=CC(=NC1)OC1C(N2CCC1CC2)CC=2C=NC=CC2 Trans-3-(5-chloropyrazin-2-yl)oxy-2-(3-pyridylmethyl)quinuclidine